tri-isobutyl phosphate P(=O)(OCC(C)C)(OCC(C)C)OCC(C)C